C(=O)O.FCCCN1C[C@@H](CCC1)NC(CN1N=C(N2C(C1=O)=CC1=C2SC=C1)C(C)C)=O (R)-N-(1-(3-fluoropropyl)piperidin-3-yl)-2-(8-isopropyl-5-oxothieno[3',2':4,5]pyrrolo[1,2-d][1,2,4]triazin-6(5H)-yl)acetamide formate salt